(3S,4S)-3-hydroxy-4-((S)-5H-imidazo[5,1-a]isoindol-5-yl)-N-methylpiperidine-1-sulfonamide O[C@@H]1CN(CC[C@H]1[C@@H]1N2C(C3=CC=CC=C13)=CN=C2)S(=O)(=O)NC